COC1=C(C(=CC=C1)OC)C1=C(C=CC=C1)OCCN 2-((2',6'-dimethoxy-[1,1'-biphenyl]-2-yl)oxy)ethan-1-amine